[Si](C)(C)(C(C)(C)C)C#CC1=CC=C(C=N1)C=1N=CC2=C(C=CC=C2C1)C=1C=C(C2=C(N(C(N2C)=O)C)C1)C(C)C 6-(3-(6-((tert-Butyldimethylsilyl)ethynyl)pyridin-3-yl)isoquinolin-8-yl)-4-isopropyl-1,3-dimethyl-1,3-dihydro-2H-benzo[d]imidazol-2-one